3-(5-(((1S,2R)-2-(((2,2-dimethyltetrahydro-2H-pyran-4-yl)methyl)amino)cyclohexyl)oxy)-1-oxoisoindolin-2-yl)piperidine-2,6-dione CC1(OCCC(C1)CN[C@H]1[C@H](CCCC1)OC=1C=C2CN(C(C2=CC1)=O)C1C(NC(CC1)=O)=O)C